5-methyl-2-oxooxazolidine-5-carboxylic acid CC1(CNC(O1)=O)C(=O)O